tert-butyl 4-(5-(3,6-dihydro-2H-pyran-4-yl)pyrazolo[1,5-a]pyridin-3-yl)-3,6-dihydropyridine-1(2H)-carboxylate O1CCC(=CC1)C1=CC=2N(C=C1)N=CC2C=2CCN(CC2)C(=O)OC(C)(C)C